1,3,5-tris(carboxymethyl)benzene methyl-5-(7-chloro-1-methyl-2,6-naphthyridin-3-yl)-4-methylpicolinate COC(C1=NC=C(C(=C1)C)C=1N=C(C2=CC(=NC=C2C1)Cl)C)=O.C(=O)(O)CC1=CC(=CC(=C1)CC(=O)O)CC(=O)O